methyl-4-(bromomethyl)-1,1'-biphenyl CC1=C(C=CC(=C1)CBr)C1=CC=CC=C1